N,N-dimethyl-2-aminoacetate CN(CC(=O)[O-])C